tert-Butyl 5-{[(1S,2R,6R,7R,8S)-7-(acetylamino)-4,4-dimethyl-3,5,9,11-tetraoxatricyclo[6.2.1.02,6]undec-1-yl]methoxy}pentanoate C(C)(=O)N[C@@H]1[C@H]2OC(O[C@H]2[C@@]2(CO[C@H]1O2)COCCCCC(=O)OC(C)(C)C)(C)C